N3,N3'-(5-amino-3-iminopyridine-2,6(1H,3H)-diylidene)bis{6,7-dimethyl-N2-[3-(pyrrolidin-1-yl)propyl]pyrazolo[1,5-a]pyridine-2,3-diamine} NC1=CC(C(NC1=NC=1C(=NN2C1C=CC(=C2C)C)NCCCN2CCCC2)=NC=2C(=NN1C2C=CC(=C1C)C)NCCCN1CCCC1)=N